[1,1'-bis(diphenylphosphino)ferrocene] palladium (II) dihydride [PdH2].C1(=CC=CC=C1)P([C-]1C=CC=C1)C1=CC=CC=C1.[C-]1(C=CC=C1)P(C1=CC=CC=C1)C1=CC=CC=C1.[Fe+2]